3-chlorobenzyl-amine ClC=1C=C(CN)C=CC1